(E)-3-hydroxy-2-(4-fluorostyryl)-4H-pyran-4-one OC1=C(OC=CC1=O)\C=C\C1=CC=C(C=C1)F